Cl.N[C@@H](C(=O)N[C@H](C(=O)OC)C)CC=1N=CNC1 methyl (2S)-2-[[(2R)-2-amino-3-(1H-imidazol-4-yl) propanoyl]amino]propanoate hydrochloride